2-((1H-imidazol-2-yl)thio)-N-(1-methyl-4-oxo-2-(trifluoromethyl)-1,4-dihydroquinolin-7-yl)acetamide rel-1,1-dimethylethyl-(2R,3R)-3-amino-2-methyl-1-pyrrolidinecarboxylate CC(C)(C)OC(=O)N1[C@@H]([C@@H](CC1)N)C.N1C(=NC=C1)SCC(=O)NC1=CC=C2C(C=C(N(C2=C1)C)C(F)(F)F)=O |o1:8,9|